C(C)(C)(C)NC(NC=1C=C2CCC(N(C2=CC1)[C@H](C)C1=CC=CC=C1)=O)=O 3-tert-butyl-1-{2-oxo-1-[(1R)-1-phenylethyl]-3,4-dihydroquinolin-6-yl}urea